1,3-bismaleimidylbenzene C1(C=CC(N1C1=CC(=CC=C1)N1C(C=CC1=O)=O)=O)=O